FC(C=1C(=C(C=CC1F)[C@@H]1[C@H](O[C@]([C@H]1C)(C(F)(F)F)C)C(=O)NC1=CC(=NC=C1)C(=O)N)OC)F (2S,3R,4S,5R)-4-[[3-[3-(Difluoromethyl)-4-fluoro-2-methoxy-phenyl]-4,5-dimethyl-5-(trifluoromethyl)tetrahydrofuran-2-carbonyl]amino]pyridin-2-carboxamid